C(C)(C)(C)C1=C(C=C(C(=C1)OCC1OC1)C(C)(C)C)OCC1OC1 2,5-di-tert-butyl-1,4-phenylenebis(oxymethyloxirane)